benzo[b]naphtho[2,1-d]thiophene C1=CC=CC=2C=CC=3C4=C(SC3C12)C=CC=C4